2,2-difluoro[2-(trifluoromethyl)-1,3-thiazol-5-yl]acetic acid FC(C(=O)O)(F)C1=CN=C(S1)C(F)(F)F